dodecyl-dimethylamine methacrylate C(C(=C)C)(=O)O.C(CCCCCCCCCCC)N(C)C